N-(9,9-dimethyl-9H-fluoren-2-yl)-dibenzo[b,d]furan-2-amine CC1(C2=CC=CC=C2C=2C=CC(=CC12)NC1=CC2=C(OC3=C2C=CC=C3)C=C1)C